methyl-5-[[(3S)-1-[2-oxo-2-[(2S)-2-cyanopyrrolidin-1-yl]ethyl]pyrrolidin-3-yl]amino]quinoline-8-carboxamide CC1=NC2=C(C=CC(=C2C=C1)N[C@@H]1CN(CC1)CC(N1[C@@H](CCC1)C#N)=O)C(=O)N